CC(CN1C(=NC=2C1=NC=CC2)N)(C)C 3-(2,2-dimethyl-propyl)-3H-imidazo[4,5-b]pyridin-2-ylamine